BrC=1C=C(C=CC1OC)C1(CC1)CCC(=O)O 3-(1-(3-bromo-4-methoxyphenyl)cyclopropyl)propanoic acid